CC1=C(C=NNCC(=O)C2=C(C=CC=C2)C=C)C(=CC(=C1)C)C 2-(2-(2,4,6-trimethylbenzylidene)hydrazino)-1-(2-vinylphenyl)ethanone